C(CCCCCCCCCCCCCCCCCCCCCCCCCCO)O heptacosane-1,27-diol